(S)-N-((S)-1-(2,3-dichloropyridin-4-yl)pent-4-en-1-yl)-2-methylpropan-2-sulfinamide ClC1=NC=CC(=C1Cl)[C@H](CCC=C)N[S@@](=O)C(C)(C)C